C1(CC1)NC[C@H]1CN(CC1)C=1N=CC(=NC1)C(=O)NC=1N=C(C=2N(C1)C=C(N2)C)OC (S)-5-(3-((cyclopropylamino)methyl)pyrrolidin-1-yl)-N-(8-methoxy-2-methylimidazo[1,2-a]pyrazin-6-yl)pyrazine-2-carboxamide